N-Heptylpyridinium methansulfonat CS(=O)(=O)[O-].C(CCCCCC)[N+]1=CC=CC=C1